C(CCCCCCCCCCCCC)C1C(OC(C1)=O)=O 3-tetradecyl-tetrahydrofuran-2,5-dione